COC=1C=C(C=CC1OC)C=1N=CNC(C1C#N)=O 4-(3,4-dimethoxyphenyl)-6-oxo-1,6-dihydropyrimidine-5-carbonitrile